2-methylpropanesulfonic Acid CC(CS(=O)(=O)O)C